1-(tert-butyl) 3-ethyl 2-(5-chloro-6-oxo-1-(tetrahydro-2H-pyran-2-yl)-1,6-dihydropyridazin-4-yl)malonate ClC1=C(C=NN(C1=O)C1OCCCC1)C(C(=O)OC(C)(C)C)C(=O)OCC